C(C)(C)(C)C1=CC=C(C=C1)OC(C=1C(O)=CC=CC1)=O salicylic acid 4-tert-butylphenyl ester